6,8-difluoro-3-phenyl-2-(pyridin-3-ylamino)quinazolin-4(3H)-one FC=1C=C2C(N(C(=NC2=C(C1)F)NC=1C=NC=CC1)C1=CC=CC=C1)=O